tert-butyl (4-benzyl-5-(4-hydroxy-4-((7-(3-(4-methylpiperazin-1-yl)propanamido)-4-oxoquinazolin-3(4H)-yl)methyl)piperidin-1-yl)-5-oxopentyl)carbamate C(C1=CC=CC=C1)C(CCCNC(OC(C)(C)C)=O)C(=O)N1CCC(CC1)(CN1C=NC2=CC(=CC=C2C1=O)NC(CCN1CCN(CC1)C)=O)O